C(C)OC(C(C(C(=O)OCC)=O)OCC1=CC=CC=C1)=O.COC1=C(C=C(C=C1)CC=C)OC 1,2-dimethoxy-4-(2-propenyl)benzene diethyl-2-(benzyloxy)-3-oxosuccinate